COC1(CC=C(C=C1)N)NC1=CC=CC=C1 p-methoxyphenyl-p-phenylenediamine